dodecylbenzenesulfonic acid ammonia salt N.C(CCCCCCCCCCC)C1=C(C=CC=C1)S(=O)(=O)O